4-methyl-7-((4-(4-(trifluoromethyl)piperidin-1-yl)phenyl)amino)-2H-benzo[b][1,4]oxazin-3(4H)-one CN1C2=C(OCC1=O)C=C(C=C2)NC2=CC=C(C=C2)N2CCC(CC2)C(F)(F)F